CC(C[C@H](NC([C@H](CC1=CC=CC=C1)NC(=O)C1=NC=CN=C1)=O)B(O)O)C ((R)-3-Methyl-1-((S)-3-phenyl-2-(pyrazine-2-carboxamido)propanamido)butyl)boronic acid